4-(5-(4-chlorophenyl)-1-(2,4-dichlorophenyl)-4-methyl-1H-pyrazole-3-carboxamido)benzoic acid ClC1=CC=C(C=C1)C1=C(C(=NN1C1=C(C=C(C=C1)Cl)Cl)C(=O)NC1=CC=C(C(=O)O)C=C1)C